CC1=CC(=CC=2NC(=NC21)CCC)C(=O)N[C@H]2C[C@H](CCC2)NC2=CC(=NC1=CC=CC=C21)C(F)(F)F 4-methyl-2-propyl-N-[(1r,3s)-3-{[2-(trifluoromethyl)quinolin-4-yl]amino}cyclohexyl]-1H-1,3-benzodiazole-6-carboxamide